ClC1=CC=C(C(=N1)C=1C=CC2=C(COB2O)C1)NC(C)C=1C=C(C=C2C(C(=C(OC12)N1CCC(CC1)(C)C)C)=O)C(F)(F)F 8-[1-[[6-chloro-2-(1-hydroxy-3H-2,1-benzoxaborol-5-yl)-3-pyridyl]amino]ethyl]-2-(4,4-dimethyl-1-piperidyl)-3-methyl-6-(trifluoromethyl)chromen-4-one